N=1C=NN2C1C=C(C=C2)OC2=C(C=C(C=C2)NC2=NC=NC1=CC=C(C=C21)CC)C 4-((4-([1,2,4]triazolo[1,5-a]pyridin-7-yloxy)-3-methylphenyl)amino)quinazolin-6-ylethane